(2R,3S,4S)-4-hydroxy-2-[(4-methoxyphenyl)methyl]pyrrolidin-3-yl N-(5-methyl-1,3,4-thiadiazol-2-yl)carbamate CC1=NN=C(S1)NC(O[C@H]1[C@H](NC[C@@H]1O)CC1=CC=C(C=C1)OC)=O